N-fluoro-diphenylsulfinamide FN(S(=O)C1=CC=CC=C1)C1=CC=CC=C1